BrC1=CC=C(C=C1)C=1N=C(SC1)N1C(=NC2=CC(=CC=C2C1=O)F)C(F)F 3-(4-(4-Bromophenyl)thiazol-2-yl)-2-(difluoromethyl)-7-fluoroquinazolin-4(3H)-one